dabsyl-(dimethylaminoazobenzenesulphonic acid) S(=O)(=O)(C1=CC=C(N=NC2=CC=C(N(C)C)C=C2)C=C1)C=1C(=C(C=CC1)S(=O)(=O)O)N=NN(C)C